O=C1[C@@H]2[C@H]([C@@H]2CC1)C(=O)OCC ethyl (1S,5R,6S)-2-oxobicyclo[3.1.0]hexane-6-carboxylate